ClC1=C(C=2N=C(N=C(C2C=N1)N1C[C@@](CCC1)(O)C)OCC1(CC1)CN1CCCC1)F (R)-1-(7-chloro-8-fluoro-2-((1-(pyrrolidin-1-ylmethyl)cyclopropyl)methoxy)pyrido[4,3-d]pyrimidin-4-yl)-3-methylpiperidin-3-ol